C(#N)N1C[C@@H](C[C@H]1C)NC(C(=C)C)=O N-((3R,5R)-1-cyano-5-methylpyrrolidin-3-yl)-2-methylacrylamide